CC=1C=C(C=CC1OC1=CC2=C(N(C=N2)C)C=C1)NC=1C2=C(N=CN1)C=CC(=N2)N2CCN(CC2)C(=O)OC(C)(C)C tert-butyl 4-[4-({3-methyl-4-[(1-methyl-1,3-benzodiazol-5-yl)oxy]phenyl}amino)pyrido[3,2-d]pyrimidin-6-yl]piperazine-1-carboxylate